(3R)-3-[1-[(6-chloro-3-pyridinyl)methyl]-2-methoxy-2-oxoethyl]pyrrolidine-1-carboxylic acid tert-butyl ester C(C)(C)(C)OC(=O)N1C[C@H](CC1)C(C(=O)OC)CC=1C=NC(=CC1)Cl